CN1C(=NC2=C(C=C(C=C2C1=O)C)C(C)NC1=C(C(=O)OC)C=CC=C1)N1CCCCC1 methyl 2-[1-[3,6-dimethyl-4-oxo-2-(1-piperidyl)quinazolin-8-yl]ethylamino]benzoate